C1(CC1)COC1=C(C=C(C=C1)S(=O)(=O)C)C=1C=C(C(N(C1)CC=1N=COC1)=O)C 5-[2-(cyclopropylmethoxy)-5-methylsulfonylphenyl]-3-methyl-1-(1,3-oxazol-4-ylmethyl)pyridin-2-one